FC=1C=C2C=3C(=NNC(C3C1)=O)C(C(N2)C2=CC=C(C=C2)Br)C2=NC=NN2C (±)-5-Fluoro-8-(4-bromophenyl)-2,7,8,9-tetrahydro-9-(1-methyl-1H-1,2,4-triazol-5-yl)-3H-pyrido[4,3,2-de]phthalazin-3-one